(R)-N-(4-(chlorodifluoromethoxy)phenyl)-5-((2-fluorophenyl)amino)-6-(3-hydroxyPyrrolidin-1-yl)nicotinamide ClC(OC1=CC=C(C=C1)NC(C1=CN=C(C(=C1)NC1=C(C=CC=C1)F)N1C[C@@H](CC1)O)=O)(F)F